methyl (S)-2-((4-((6-((4-bromo-2-fluorophenoxy) methyl) pyridin-2-yl) oxy) piperidin-1-yl) methyl)-1-(oxiran-2-ylmethyl)-1H-benzo[d]imidazole-6-carboxylate BrC1=CC(=C(OCC2=CC=CC(=N2)OC2CCN(CC2)CC2=NC3=C(N2C[C@@H]2OC2)C=C(C=C3)C(=O)OC)C=C1)F